4-chloro-2-({3-[2-(4-chlorophenyl)ethyl]-1,2,4-oxadiazol-5-yl}methyl)-5-iodo-2,3-dihydropyridazin-3-one ClC=1C(N(N=CC1I)CC1=NC(=NO1)CCC1=CC=C(C=C1)Cl)=O